O=C1NC(CCC1N1C(N(C2=C1C=CC(=C2)C2CCC(CC2)CCC(=O)O)C)=O)=O 3-[(1r,4r)-4-[1-(2,6-dioxopiperidin-3-yl)-3-methyl-2-oxo-1,3-benzodiazol-5-yl]cyclohexyl]propanoic acid